CC(CC(O)C1=C(C=CC=C1)S(=O)(=O)O)(CCC)S 3-methyl-3-mercapto(sulfophenyl)hexanol